ClC1=NC(=CC=C1)\C=C\OCC (E)-2-chloro-6-(2-ethoxyvinyl)pyridine